C1(=CC=CC=C1)C1=CC=CC(=N1)C=1C=CC=2N(C3=CC=C(C=C3C2C1)C1=NC(=CC=C1)C1=CC=CC=C1)C=1C(=C(C(=CC1)C1=NC(=NC(=N1)C1=CC=CC=C1)C1=CC=CC=C1)N1C2=CC=C(C=C2C=2C=C(C=CC12)C)C)C1=NC(=NC(=N1)C1=CC=CC=C1)C1=CC=CC=C1 9-(3-(3,6-bis(6-phenylpyridin-2-yl)-9H-carbazol-9-yl)-2,6-bis(4,6-diphenyl-1,3,5-triazin-2-yl)phenyl)-3,6-dimethyl-9H-carbazole